ethyl-(3-fluoro-4-(trifluoromethoxy)phenyl)(4-(5-(2-morpholinoethylamino)isoxazol-3-yl)piperidin-1-yl)methanone C(C)C1N(CCC(C1)C1=NOC(=C1)NCCN1CCOCC1)C(=O)C1=CC(=C(C=C1)OC(F)(F)F)F